ClC1=CC=C(C=C1)[C@@]1(N(C(C2=CC(=CC(=C12)F)C(C)(C1CN(C1)C(CO)=O)O)=O)CC1=NC=C(C=C1)Cl)OC (3R)-3-(4-Chlorophenyl)-2-[(5-chloropyridin-2-yl)methyl]-4-fluoro-6-{1-hydroxy-1-[1-(2-hydroxyacetyl)azetidin-3-yl]ethyl}-3-methoxy-2,3-dihydro-1H-isoindol-1-on